1-(4-fluorobenzyl)spiro[pyrrolidine-3,1'-pyrrolo[3,4-c]pyridine] FC1=CC=C(CN2CC3(N=CC=4C=NC=CC43)CC2)C=C1